9,9'-(4-(3-(pyridin-3-yl)phenyl)pyridine-2,6-diyl)bis(N3,N3,N6,N6-tetraphenyl-9H-carbazole-3,6-diamine) N1=CC(=CC=C1)C=1C=C(C=CC1)C1=CC(=NC(=C1)N1C2=CC=C(C=C2C=2C=C(C=CC12)N(C1=CC=CC=C1)C1=CC=CC=C1)N(C1=CC=CC=C1)C1=CC=CC=C1)N1C2=CC=C(C=C2C=2C=C(C=CC12)N(C1=CC=CC=C1)C1=CC=CC=C1)N(C1=CC=CC=C1)C1=CC=CC=C1